ClC1=CC=C2C(=CNC2=C1C1CC1)S(=O)(=O)NC1=NC(=C(C=C1F)OCCF)F 6-Chloro-7-cyclopropyl-N-[3,6-difluoro-5-(2-fluoroethoxy)pyridin-2-yl]-1H-indol-3-sulfonamid